O1[C@@H](CC1)CN1C(=NC2=C1C=C(C=C2)C(=O)O)CN2CCC(CC2)C2=NC(=CC=C2)OCC=2C=NC1=CC=CC=C1C2 (S)-1-(oxetan-2-ylmethyl)-2-((4-(6-(quinolin-3-ylmethoxy)pyridin-2-yl)piperidine-1-yl)methyl)-1H-benzo[d]imidazole-6-carboxylic acid